COC=1C(=CC=2C3=C(N=NC2C1)NC(N3CC3=CC=C(C=C3)S(=O)(=O)N)=O)OC 4-((7,8-dimethoxy-2-oxo-2,3-dihydro-1H-imidazo[4,5-c]cinnolin-1-yl)methyl)benzenesulfonamide